3-(4-(aminomethyl)phenyl)-6-((1-(benzo[c][1,2,5]thiadiazol-4-ylmethyl)-4-hydroxypiperidin-4-yl)methyl)-2-methyl-2,6-dihydro-7H-pyrazolo[4,3-d]pyrimidin-7-one dihydrochloride Cl.Cl.NCC1=CC=C(C=C1)C=1N(N=C2C1N=CN(C2=O)CC2(CCN(CC2)CC2=CC=CC1=NSN=C12)O)C